CC1(COC1)NS(=O)(=O)C1=CC(=CC=C1)C(=O)N1CC2(C3=CC(=CC=C13)NS(=O)(=O)C)CCCCC2 N-(3-methyloxetan-3-yl)-3-(5'-(methylsulfonamido)spiro[cyclohexane-1,3'-indoline]-1'-carbonyl)benzenesulfonamide